FC1(CC(C1)C(=O)NS(=O)(=O)C)F 3,3-difluoro-N-(methylsulfonyl)cyclobutane-1-carboxamide